C(C(C)C)OC(C=1C(C(=O)OCC(C)C)=CC=CC1)=O.OCCC1=NC2=CC=CC=C2C=C1 2-(2-hydroxyethyl)quinoline diisobutyl-phthalate